17-oxo-5β-androstan-3α-ol O=C1[C@]2(C)[C@@H](CC1)[C@@H]1CC[C@@H]3C[C@@H](CC[C@]3(C)[C@H]1CC2)O